benzo[b]thiophene-4-carboxylic acid methyl ester COC(=O)C1=CC=CC=2SC=CC21